BrC=1C=C2C(=CNC2=CC1)/C(/C#N)=C\C=1C=NC=CC1OC (E)-2-(5-bromo-1H-indol-3-yl)-3-(4-methoxypyridin-3-yl)-acrylonitrile